tert-butyl 3-(5-bromopyridin-2-yl)-3-hydroxypyrrolidine-1-carboxylate BrC=1C=CC(=NC1)C1(CN(CC1)C(=O)OC(C)(C)C)O